4-amino-7-(2-C-methyl-β-D-ribofuranosyl)-7H-pyrrolo[2,3-d]pyrimidine NC=1C2=C(N=CN1)N(C=C2)[C@H]2[C@](O)([C@H](O)[C@H](O2)CO)C